tert-butyl N-[(1R,3R)-3-[(methylamino)methyl]cyclopentyl]carbamate CNC[C@H]1C[C@@H](CC1)NC(OC(C)(C)C)=O